3-(N-(4-ethoxyphenyl)-N-methylsulfamoyl)-N-(3-(1,1,1,3,3,3-hexafluoro-2-hydroxypropan-2-yl)phenyl)thiophene-2-carboxamide C(C)OC1=CC=C(C=C1)N(S(=O)(=O)C1=C(SC=C1)C(=O)NC1=CC(=CC=C1)C(C(F)(F)F)(C(F)(F)F)O)C